1-[[6-Chloro-2-(methoxymethyl)imidazo[2,1-b][1,3,4]thiadiazol-5-yl]methyl]-3-propyl-2H-pyrrol-5-on ClC=1N=C2SC(=NN2C1CN1CC(=CC1=O)CCC)COC